O1[C@@H](CC1)CN1C(=NC2=C1C=C(C=C2)C(=O)OC)CN2C(CNCC2)=O methyl (S)-1-(oxetan-2-ylmethyl)-2-((2-oxopiperazin-1-yl) methyl)-1H-benzo[d]imidazole-6-carboxylate